3-(1-(2-chloro-6-methylphenyl)cyclopropyl)-5-(5-(difluoromethyl)-1-methyl-1H-pyrazol-3-yl)-1,2,4-oxadiazole ClC1=C(C(=CC=C1)C)C1(CC1)C1=NOC(=N1)C1=NN(C(=C1)C(F)F)C